BrC1=NC=CC(=C1)CCO[Si](C)(C)C(C)(C)C 2-bromo-4-(2-((tert-butyldimethylsilyl)oxy)ethyl)pyridine